M-hydroxy-N4-(quinolin-8-ylmethyl)terephthalamide OC=1C=C(C(=O)N)C=CC1C(=O)NCC=1C=CC=C2C=CC=NC12